C(CCC)OC(=O)C1=CC=C(C=C1)[O-] 4-[(butoxy)carbonyl]phenolate